2-(2,6-dioxo-3-piperidyl)-4-[2-[2-[2-[2-(2-iodoethoxy)ethoxy]ethoxy]ethoxy]ethylamino]isoindoline-1,3-dione O=C1NC(CCC1N1C(C2=CC=CC(=C2C1=O)NCCOCCOCCOCCOCCI)=O)=O